bis(4-aminobenzoyl)-4,4'-diamino-3,3-dihydroxybiphenyl NC1=CC=C(C(=O)C2=C(C(C(C(=C2)C2=CC=C(C=C2)N)C(C2=CC=C(C=C2)N)=O)(O)O)N)C=C1